N1C(=NC=C1)C1=CC=C(C=C1)CN 1-[4-(1H-imidazol-2-yl)phenyl]methanamine